BrC1=CC(=CC=C1)S(=O)(=O)C(F)(F)F 1-bromo-3-((trifluoromethyl)sulfonyl)benzene